N,N-dimethyl-2-[2-(morpholin-4-yl)-8-(1H-pyrazol-5-yl)-1,7-naphthyridin-4-yl]benzamide CN(C(C1=C(C=CC=C1)C1=CC(=NC2=C(N=CC=C12)C1=CC=NN1)N1CCOCC1)=O)C